C(CCC)NC(=O)N1C(=NC2=C1C=CC=C2)NC(OC)=O methyl 1-(butyl carbamoyl)-2-benzimidazolylcarbamate